COCOCC\C=C/CCCl (3Z)-6-chloro-3-hexenyl methoxymethyl ether